(4-(2-morpholinoethyl)-2-(piperidin-1-yl)phenyl)-2-(1H-pyrazol-4-yl)thiazole-4-carboxamide O1CCN(CC1)CCC1=CC(=C(C=C1)C1=C(N=C(S1)C=1C=NNC1)C(=O)N)N1CCCCC1